BrC1=CC=2C3=C(NC2C=C1)C(N(C=N3)CCC(=O)NCC3=CC(=CC=C3)C(F)(F)F)=O 3-(8-bromo-4-oxo-4,5-dihydro-3H-pyrimido[5,4-b]indol-3-yl)-N-(3-(trifluoromethyl)benzyl)propanamide